4-(N-t-Butoxycarbonylamino)-phenyl 2-tetrahydropyranyl ether O1C(CCCC1)OC1=CC=C(C=C1)NC(=O)OC(C)(C)C